2-[3-(1,3-Benzothiazol-2-ylamino)-4-methyl-6,7-dihydro-5H-pyrido[2,3-c]pyridazin-8-yl]-5-[3-[2-fluoro-4-(3-pyrrolidin-1-ylpropyl)phenoxy]propyl]thiazole-4-carboxylic acid S1C(=NC2=C1C=CC=C2)NC2=C(C1=C(N=N2)N(CCC1)C=1SC(=C(N1)C(=O)O)CCCOC1=C(C=C(C=C1)CCCN1CCCC1)F)C